2,2-dimethyl-5-(1-methylpiperidin-4-yl)-1,2,3,4-tetrahydroquinoline CC1(NC2=CC=CC(=C2CC1)C1CCN(CC1)C)C